2,4,6-TRINITROBENZENE [N+](=O)([O-])C1=CC(=CC(=C1)[N+](=O)[O-])[N+](=O)[O-]